ClC=1C=C(C=CC1F)NC(=O)C1=C(N=CN1C)C1CC2CC(CC2C1)(C=1C(=NN(C1)C1CCC(CC1)(C)O)C(F)(F)F)O N-(3-Chloro-4-fluorophenyl)-4-(5-hydroxy-5-(1-(4-hydroxy-4-methylcyclohexyl)-3-(trifluoromethyl)-1H-pyrazol-4-yl)octahydropentalen-2-yl)-1-methyl-1H-imidazole-5-carboxamide